C(C1=CC=CC=C1)N1CC2(C1)CC(C2)NC(=O)N2[C@@H](CN(CC2)C2=NC=C(C=N2)S(=O)(=O)C2CC2)C (2R)-N-{2-benzyl-2-azaspiro[3.3]heptan-6-yl}-4-[5-(cyclopropanesulfonyl)pyrimidin-2-yl]-2-methylpiperazine-1-carboxamide